indan-4-carbonitrile C1CCC=2C(=CC=CC12)C#N